dinitroresorcinol lead [Pb].[N+](=O)([O-])C1=CC(=C(C=C1O)O)[N+](=O)[O-]